Cl.BrC1=C(C=C(CC2CNC2)C=C1)C 3-(4-bromo-3-methylbenzyl)azetidine hydrochloride